FC1=CC(=C(C=C1)C1=CC(=CC=C1)C1=NC2=C(N1)C(=CC(=C2)CN2C[C@H](OCC2)C)C(F)(F)F)C2=NN=CN2C (R)-4-((2-(4'-fluoro-2'-(4-methyl-4H-1,2,4-triazol-3-yl)-[1,1'-biphenyl]-3-yl)-7-(trifluoromethyl)-1H-benzo[d]imidazol-5-yl)methyl)-2-methylmorpholine